(4-(4-(benzo[d]isothiazol-3-yl)piperazin-1-yl)butoxy)-5,6-dihydro-1H-pyrrolo[3,2,1-ij]quinolin-4(2H)-one S1N=C(C2=C1C=CC=C2)N2CCN(CC2)CCCCOC2CN1C(CCC3=CC=CC2=C13)=O